Cl.O1C(=CC=C1)C(=O)N1CCNCC1 1-(2-furoyl)piperazine hydrochloride